Tert-butyl N-[4-[[4-[4-(2,6-dioxo-3-piperidyl)-2-fluoro-phenyl]piperazin-1-yl]methyl]-1-methyl-cyclohexyl]carbamate O=C1NC(CCC1C1=CC(=C(C=C1)N1CCN(CC1)CC1CCC(CC1)(C)NC(OC(C)(C)C)=O)F)=O